C1(CC(C(CC1)C(C)C)OC(CCCCCCCCCCCCC)=O)C menthylmyristate